N-(4-bromopyridin-2-yl)pyridine-3-carboxamide diethyl-tartrate C(C)C(C(C(=O)O)(O)CC)(O)C(=O)O.BrC1=CC(=NC=C1)NC(=O)C=1C=NC=CC1